tert-butyl (R)-3-(1-bromoimidazo[1,5-a]pyridin-3-yl)pyrrolidine-1-carboxylate BrC=1N=C(N2C1C=CC=C2)[C@H]2CN(CC2)C(=O)OC(C)(C)C